ClC1=C(C=C(C(=C1)F)OC)C1=CC=2N(C(N(C(C2S1)=O)C1=CN=CC2=CC=CC(=C12)Cl)=O)CO 6-(2-chloro-4-fluoro-5-methoxy-phenyl)-3-(5-chloro-4-isoquinolyl)-1-(hydroxymethyl)thieno[3,2-d]pyrimidine-2,4-dione